C(C)(=O)ON=C(CCC(=O)O)C(=O)C=1C=CC=2N(C3=CC=C(C=C3C2C1)C(C1=C(C=CC=C1)C)=O)CC 4-(acetoxyimino)-5-[9-ethyl-6-(2-methylbenzoyl)-9H-carbazol-3-yl]-5-Oxopentanoic acid